COC1=C(C=CC=C1)C1=NN(C(=C1O)C)C 3-(2-Methoxyphenyl)-1,5-dimethylpyrazol-4-ol